4-(5-(3-(methoxymethyl)phenyl)-1-methyl-2-oxo-1,2-dihydropyridin-4-yl)-6-methyl-1-tosyl-2-(1-(trifluoromethyl)-1H-pyrazol-4-yl)-1,6-dihydro-7H-pyrrolo[2,3-c]pyridin-7-one COCC=1C=C(C=CC1)C=1C(=CC(N(C1)C)=O)C=1C2=C(C(N(C1)C)=O)N(C(=C2)C=2C=NN(C2)C(F)(F)F)S(=O)(=O)C2=CC=C(C)C=C2